(R)-tert-butyl-(1-(5,6-dimethyl-6H-pyrido[4,3-b]carbazole-9-carboxamido)propan-2-yl)carbamate C(C)(C)(C)OC(N[C@@H](CNC(=O)C1=CC=2C=3C=C4C(=C(C3N(C2C=C1)C)C)C=CN=C4)C)=O